7-(diethylamino)coumarin-3-formaldehyde C(C)N(C1=CC=C2C=C(C(OC2=C1)=O)C=O)CC